2-[[[3-ethylsulfonyl-7-(trifluoromethyl)imidazo[1,2-a]pyridin-2-yl]amino]methyl]-5-(trifluoromethyl)pyridine-3-carboxylic acid C(C)S(=O)(=O)C1=C(N=C2N1C=CC(=C2)C(F)(F)F)NCC2=NC=C(C=C2C(=O)O)C(F)(F)F